IC=CCCCCC iodoheptene